6-{[(S)-3-methyl-1-piperidyl]methyl}-2-(6-cyclopropyl-4-{4-fluoro-2-[(3-fluoro-1-azetidinyl)carbonyl]phenyl}-2-pyridyl)-1-isoindolinone C[C@@H]1CN(CCC1)CC1=CC=C2CN(C(C2=C1)=O)C1=NC(=CC(=C1)C1=C(C=C(C=C1)F)C(=O)N1CC(C1)F)C1CC1